N1(CCOCC1)CCC(=O)C=1C(OC2=CC(=CC(=C2C1)C)OCC1=C(C=CC=C1)Br)=O 3-(3-morpholinyl-propionyl)-5-methyl-7-(2-bromobenzyloxy)coumarin